COC(CCCC=1N=NC(=CC1NC1=CC(=NC=C1)NC(CCN1CCN(CC1)C)=O)C1=C(C=CC(=C1)Cl)F)=O Methyl-4-(6-(5-Chloro-2-Fluorophenyl)-4-((2-(3-(4-Methylpiperazin-1-yl)Propanamido)Pyridin-4-yl)Amino)Pyridazin-3-yl)Butanoat